OC1(CN(C1)C(=O)OC(C)(C)C)C1=CC=CC2=CC=CC=C12 tert-butyl 3-hydroxy-3-(naphthalen-1-yl)azetidine-1-carboxylate